2-(((Z)-18-((tetrahydro-2H-pyran-2-yl)oxy)octadec-9-enoyl)oxy)propane-1,3-diyl dioleate C(CCCCCCC\C=C/CCCCCCCC)(=O)OCC(COC(CCCCCCC\C=C/CCCCCCCC)=O)OC(CCCCCCC\C=C/CCCCCCCCOC1OCCCC1)=O